COC1=CC=C(C=C1)C1CCCCCC1 (4-methoxyphenyl)cycloheptane